BrC1=CC=C2C3=C1C=CC1=CC=C4C(=CC=C(C2C2=CC=CC=5C6=CC=CC=C6CC25)C4=C13)Br 3,9-dibromo-6-fluorenyl-6H-benzo[cd]pyrene